(R)-2-((4-(dimethylamino)phenyl)amino)-2-oxo-1-phenylethyl 3-amino-6-(1-(1-(tert-butoxycarbonyl)piperidin-4-yl)-1H-pyrazol-4-yl)pyrazine-2-carboxylate NC=1C(=NC(=CN1)C=1C=NN(C1)C1CCN(CC1)C(=O)OC(C)(C)C)C(=O)O[C@@H](C(=O)NC1=CC=C(C=C1)N(C)C)C1=CC=CC=C1